[Cl-].C(CCCCCCCCCCCCC)(=O)C(N(CCO)C(C[N+](C)(C)C)=O)(CO)C(CCCCCCCCCCCCC)=O ditetradecanoyl-N-(α-trimethylammonioacetyl)diethanolamine chloride